tert-butyl N-[(9S,13S)-3-(difluoromethyl)-10-fluoro-9-methyl-8-oxo 3,4,7-triazatricyclo[12.3.1.02,6]octadeca-1(18),2(6),4,14,16-pentaen-13-yl]carbamate FC(N1C=2C=3C=CC=C([C@H](CCC([C@H](C(NC2C=N1)=O)C)F)NC(OC(C)(C)C)=O)C3)F